ClC1=CC(=CC(=C1)OC)OC 1-Chloro-3,5-dimethoxybenzene